2-butyl-2-ethyl-1,3-nonanediol diacrylate C(C=C)(=O)OCC(C(CCCCCC)OC(C=C)=O)(CC)CCCC